ClC=1C=C(C=CC1Cl)NC([C@H](C(C)C)NC(OC(C)(C)C)=O)=O tert-butyl (S)-(1-((3,4-dichlorophenyl)amino)-3-methyl-1-oxobutan-2-yl)carbamate